OC(C(=O)O)C1(CCCC1)C 2-hydroxy-2-(1-methylcyclopentyl)acetic acid